1-phenyl-N-(2,3,6-trifluoro-4-(2-(((3S,5S)-5-fluoropiperidin-3-yl)amino)-8-(oxetan-3-yl)-7-oxo-7,8-dihydropyrido[2,3-d]pyrimidin-6-yl)phenyl)methanesulfonamide C1(=CC=CC=C1)CS(=O)(=O)NC1=C(C(=C(C=C1F)C1=CC2=C(N=C(N=C2)N[C@@H]2CNC[C@H](C2)F)N(C1=O)C1COC1)F)F